C(C)(C)(C)OC([C@@H](CCCC(=O)OC(C)(C)C)N)=O (R)-2-aminoadipic acid di-tert-butyl ester